ClC1=CC=C(C=C1)N1N=NC(=C1)CN1C2(C3=CC=CC=C3C(C1)O)CCCCC2 2'-((1-(4-chlorophenyl)-1H-1,2,3-triazol-4-yl)methyl)-3',4'-dihydro-2'H-spiro[cyclohexane-1,1'-isoquinolin]-4'-ol